C(CC)OCCOCCOCCO triethylene glycol mono-normal-propyl ether